C(C)(=O)N1[C@H]([C@H](CC1)NS(=O)(=O)C)CC=1C=C(C=CC1)C1=CC=CC=C1 N-(cis-1-acetyl-2-(biphenyl-3-ylmethyl)pyrrolidin-3-yl)methanesulfonamide